C(CC)(=O)NC(C(=O)N)C 2-propionamidopropionamide